FC(=CC1(CCC1)COC1(C(CC2=CC=CC(=C12)SC(F)(F)F)(F)F)O)F ((1-(2,2-difluorovinyl)cyclobutyl)methoxy)-2,2-difluoro-7-(trifluoromethylthio)-2,3-dihydro-1H-inden-1-ol